C(N1C(C=C(C=C1)B1OC(C)(C)C(C)(C)O1)=O)([2H])([2H])[2H] (1-(methyl-d3)-2-oxo-1,2-dihydropyridin-4-yl)boronic acid pinacol ester